4-(4-amino-3-(3-fluoro-4-phenoxyphenyl)-1H-pyrazolo[3,4-d]pyrimidin-1-yl)-[1,4'-bipiperidine]-1'-carboxylic acid tert-butyl ester C(C)(C)(C)OC(=O)N1CCC(CC1)N1CCC(CC1)N1N=C(C=2C1=NC=NC2N)C2=CC(=C(C=C2)OC2=CC=CC=C2)F